4-acryloyloxycarbonyl-5-acryloyloxyethoxy-phthalic acid C(C=C)(=O)OC(=O)C=1C=C(C(C(=O)O)=CC1OCCOC(C=C)=O)C(=O)O